O=C1C=CC(=CN1C1=CC(=CC=C1)N1C(CNCC1)=O)C(=O)N 6-oxo-1-[3-(2-oxopiperazin-1-yl)phenyl]pyridine-3-carboxamide